hydroxymethyl-cyclohexyl-ethanone OCCC(=O)C1CCCCC1